OC(C)(C1=CC=CC=C1)C1=C(C=CC=C1)NS(=O)(=O)C1=CC=CC=C1 N-(2-(1-hydroxy-1-phenylethyl)phenyl)benzenesulfonamide